2-(2-(cyclopropanesulfonylamino)thiazol-4-yl)-N-(4-(5-(difluoromethoxy)pyridin-3-yl)-2-fluorophenyl)butanamide C1(CC1)S(=O)(=O)NC=1SC=C(N1)C(C(=O)NC1=C(C=C(C=C1)C=1C=NC=C(C1)OC(F)F)F)CC